FC(C1=NN=C(O1)C1=CN=C(S1)N1C[C@@H]2N([C@H](C1)C2)C(=O)OC(C)(C)C)F tert-butyl (1R,5S)-3-(5-(5-(difluoromethyl)-1,3,4-oxadiazol-2-yl)thiazol-2-yl)-3,6-diazabicyclo[3.1.1]heptane-6-carboxylate